(S)-3-nitro-N-(2-((1-phenylethyl)amino)pyrimidin-4-yl)benzenesulfonamide [N+](=O)([O-])C=1C=C(C=CC1)S(=O)(=O)NC1=NC(=NC=C1)N[C@@H](C)C1=CC=CC=C1